fluoropropionic anhydride CC(C(=O)OC(=O)C(C)F)F